C(C)(C)(C)OC(=O)N1C(C2(C[C@H]1CCO[Si](C)(C)C(C)(C)C)CC=CC2)=O (S)-3-(2-((tert-Butyldimethylsilyl)oxy)ethyl)-1-oxo-2-azaspiro[4.4]non-7-ene-2-carboxylic acid tert-butyl ester